1-(3-hydroxy-3-methylazetidin-1-yl)ethan-1-one OC1(CN(C1)C(C)=O)C